tert-Butyl N-[9,9-difluoro-6-hydroxy-13-oxo-6,15-bis(trifluoromethyl)-19-oxa-3,4,18-triazatricyclo[12.3.1.12,5]nonadeca-1(17),2,4,14(18),15-pentaen-17-yl]carbamate FC1(CCC(C2=NN=C(C3=C(C=C(C(C(CCC1)=O)=N3)C(F)(F)F)NC(OC(C)(C)C)=O)O2)(C(F)(F)F)O)F